1-(5-(chloromethyl)-1-methyl-1H-pyrazol-3-yl)-3-ethylurea ClCC1=CC(=NN1C)NC(=O)NCC